4-morpholinyl-2-nitroaniline N1(CCOCC1)C1=CC(=C(N)C=C1)[N+](=O)[O-]